5-chloro-4-[2-(1,1-difluoroethyl)piperazin-1-yl]-2-(2-fluoro-4-pyridinyl)-1H-pyrimidin-6-one ClC1=C(N=C(NC1=O)C1=CC(=NC=C1)F)N1C(CNCC1)C(C)(F)F